N-((1S,4S)-4-(6-(2-chloro-3-fluorophenyl)-5-methyl-2-((3-methyl-4-(piperidin-4-yl)phenyl)amino)-7-oxopyrido[2,3-d]pyrimidin-8(7H)-yl)cyclohexyl)propanamide ClC1=C(C=CC=C1F)C1=C(C2=C(N=C(N=C2)NC2=CC(=C(C=C2)C2CCNCC2)C)N(C1=O)C1CCC(CC1)NC(CC)=O)C